trans-N-(4-(2-aminocyclopropyl)phenyl)-4-trifluoromethoxybenzamide N[C@H]1[C@@H](C1)C1=CC=C(C=C1)NC(C1=CC=C(C=C1)OC(F)(F)F)=O